2-(6-amino-4-chloro-3-cyclopropylbenzisoxazol-5-yl)propan-2-ol tert-butyl-4-((1-(3-(2,6-dioxopiperidin-3-yl)-1-methyl-1H-indazol-7-yl)piperidin-4-yl)oxy)piperidine-1-carboxylate C(C)(C)(C)C1N(CCC(C1)OC1CCN(CC1)C=1C=CC=C2C(=NN(C12)C)C1C(NC(CC1)=O)=O)C(=O)OC(C)(C)C=1C(=CC2=C(C(=NO2)C2CC2)C1Cl)N